COCCOCCOCC=1C2=CC=CC=C2C=C2C=CC=CC12 9-(2-methoxyethoxyethoxy)methylanthracene